The molecule is colistin B in which each of the primary amino groups is converted into the corresponding aminomethanesulfonic acid, commonly by the action of formaldehyde followed by sodium bisulfite. It is a polymyxin, an amino sulfonic acid and a peptide antibiotic. It derives from a colistin B. It is a conjugate acid of a colistimethate B(5-). C[C@H]([C@H]1C(=O)NCC[C@@H](C(=O)N[C@H](C(=O)N[C@@H](C(=O)N[C@H](C(=O)N[C@H](C(=O)N[C@H](C(=O)N1)CCNCS(=O)(=O)O)CCNCS(=O)(=O)O)CC(C)C)CC(C)C)CCNCS(=O)(=O)O)NC(=O)[C@H](CCNCS(=O)(=O)O)NC(=O)[C@H]([C@@H](C)O)NC(=O)[C@H](CCNCS(=O)(=O)O)NC(=O)CCCCC(C)C)O